NC=1C=CC(=C(C1)C1CN(CCC1)C(=O)OC(C)(C)C)C(=O)OC tert-butyl 3-(5-amino-2-methoxycarbonyl-phenyl)piperidine-1-carboxylate